NC1=NC=NN2C1=C(C=C2C=2C(=C(C(=O)N[C@@H]1CN(C[C@@H]1F)C(C1=C(C=CC=C1)F)=O)C(=CC2)CC)F)C(F)(F)F 3-[4-amino-5-(trifluoromethyl)pyrrolo[2,1-f][1,2,4]triazin-7-yl]-6-ethyl-2-fluoro-N-[(3R,4S)-4-fluoro-1-(2-fluorobenzoyl)pyrrolidin-3-yl]benzamide